O1[C@H](C1)CNC(OC(C)(C)C)=O (S)-tert-butyl (oxiran-2-ylmethyl)carbamate